FC=1C(=CC=2N(C1)C=NN2)CCCN2CC1(C2)CC(C1)N(C=1C=CC=2N(C1C)C(=NC2)C)C N-(2-(3-(6-fluoro-[1,2,4]triazolo[4,3-a]pyridin-7-yl)propyl)-2-azaspiro[3.3]heptan-6-yl)-N,3,5-trimethylimidazo[1,5-a]pyridin-6-amine